O1COC2=C1C=CC=C2CN2[C@@H](CCCCC2)C(=O)NC2=CC=C(C=C2)C2CC2 (S)-1-(benzo[d][1,3]dioxol-4-ylmethyl)-N-(4-cyclopropylphenyl)azepane-2-carboxamide